aluminum di(ethyl acetoacetate) C(C)CC(CC(=O)[O-])=O.C(C)CC(CC(=O)[O-])=O.[Al+2]